4,4'-([1,1'-biphenyl]-4,4'-diylbis(oxy))bis(isobenzofuran-1,3-dione) C1(=CC=C(C=C1)OC1=C2C(OC(C2=CC=C1)=O)=O)C1=CC=C(C=C1)OC1=C2C(OC(C2=CC=C1)=O)=O